COC[C@H]1NC(CN(C1)C=1C=C(C=C2C(=NC(=NC12)C)C=1N=NN(C1)C)S(=O)(=O)NC1(CC1)C)(C)C (S)-8-(5-(methoxymethyl)-3,3-dimethylpiperazin-1-yl)-2-methyl-4-(1-methyl-1H-1,2,3-triazol-4-yl)-N-(1-methylcyclopropyl)quinazoline-6-sulfonamide